CC1=C(C=C(C(=O)NC2=CC(=CC=C2)C(F)(F)F)C=C1)C1CN(CC1)C=1C=NC=C(C1)NCCN1CCOCC1 4-methyl-3-(1-(5-((2-morpholinoethyl)amino)pyridin-3-yl)pyrrolidin-3-yl)-N-(3-(trifluoromethyl)phenyl)benzamide